Cl.CN1CC(OCC1)CNC(=O)C1CNC1 N-[(4-methylmorpholin-2-yl)methyl]azetidine-3-carboxamide hydrochloride